propiate C(CC)(=O)[O-]